COC1=CC2=C(N(N=N2)C2=CC=C(CNS(=O)(=O)N)C=C2)C=C1OC N-(4-(5,6-dimethoxy-1H-benzo[d][1,2,3]triazol-1-yl)benzyl)sulfamide